3-(1,4-dimethyl-1H-1,2,3-triazol-5-yl)-5-(phenyl(tetrahydro-2H-pyran-4-yl)methyl)-5H-pyrido[3,2-b]indol CN1N=NC(=C1C1=CC=2N(C=3C=CC=CC3C2N=C1)C(C1CCOCC1)C1=CC=CC=C1)C